N-{(4aR,6R)-2-[4-(2,6-difluorophenyl)-5,6-difluoro-1,2-benzoxazol-3-yl]-5,5-difluoro-1-oxooctahydropyrrolo[1,2-c]pyrimidin-6-yl}ethanesulfonamide FC1=C(C(=CC=C1)F)C1=C(C(=CC2=C1C(=NO2)N2C(N1[C@H](CC2)C([C@@H](C1)NS(=O)(=O)CC)(F)F)=O)F)F